CN1N=NN=C1C=1C=C(C=CC1)N1C2=C(NC(CC1=O)=O)C=1CCCC1C=C2 5-[3-(1-Methyl-1H-tetrazol-5-yl)phenyl]-5,8,9,10-tetrahydroindeno[5,4-b][1,4]diazepine-2,4(1H,3H)-dione